CN1CCN(CC1)C(=O)OC1=C2C(=CNC2=CC=C1)CCN(C)C [3-[2-(Dimethylamino)ethyl]-1H-indol-4-yl] 4-methylpiperazine-1-carboxylate